lithium nonafluoro-1-butanesulfonate FC(C(C(C(S(=O)(=O)[O-])(F)F)(F)F)(F)F)(F)F.[Li+]